CCC=C1OC(=O)O1 Butene carbonate